BrC1=CC(=C(S1)C(=O)N[C@H](C(=O)NC=1C(N(C=CC1)CC(=O)NC1C2CC3CC(CC1C3)C2)=O)CCC(C(=O)NC)=O)C (S)-2-(5-bromo-3-methylthiophene-2-carboxamido)-N1-(1-(2-(2-adamantylamino)-2-oxoethyl)-2-oxo-1,2-dihydropyridin-3-yl)-N6-methyl-5-oxohexanediamide